4-(4-fluorobenzyl)piperidine hydrochloride Cl.FC1=CC=C(CC2CCNCC2)C=C1